6,7-dimethyl-1H-benzo[d]imidazole-2-carboxylic acid CC=1C=CC2=C(NC(=N2)C(=O)O)C1C